N[C@@H]1CC[C@H](CC1)NC=1C=2N(N=CC1C(=NC1=C(C=CC(=C1)F)Cl)N)C=C(C2)C2=C(C=C(C=C2)O)C 4-[(trans-4-aminocyclohexyl)amino]-N'-(2-chloro-5-fluoro-phenyl)-6-(4-hydroxy-2-methyl-phenyl)pyrrolo[1,2-b]pyridazine-3-carboxamidine